COC(=O)C1CC(N(CC1)CC1=CC=C(C=C1)OC)C 1-(4-methoxybenzyl)-2-methylpiperidine-4-carboxylic acid methyl ester